2-(2-((5-(1-aminoisoquinolin-7-yl)-1-(1-(2-methoxyethyl)pyrrolidin-3-yl)-1H-indazol-3-yl)methoxy)phenyl)acetic acid NC1=NC=CC2=CC=C(C=C12)C=1C=C2C(=NN(C2=CC1)C1CN(CC1)CCOC)COC1=C(C=CC=C1)CC(=O)O